CC1=CC(=NC2=C3C(=NC(=C12)C)C=CC=C3)C=3C(=NC1=CC=CC=C1C3N)C 3-(4,5-dimethylbenzo[h][1,6]naphthyridin-2-yl)-2-methylquinolin-4-amine